BrC1=NC(=CC(=C1OCOC)OC(CO[Si](C)(C)C(C)(C)C)C1CC1)I 2-Bromo-4-(2-((tert-butyldimethylsilyl)oxy)-1-cyclopropylethoxy)-6-iodo-3-(methoxymethoxy)pyridine